Methyl 5-bromo-2-[(tert-butoxy)carbonyl]amino-4-methylthiophene-3-carboxylate BrC1=C(C(=C(S1)NC(=O)OC(C)(C)C)C(=O)OC)C